NC1=CC=C(N=N1)C1CCN(CC1)C(=O)C=1C=CC2=C(OC3=C2C=CC=C3)C1 [4-(6-Amino-pyridazin-3-yl)-piperidin-1-yl]-dibenzofuran-3-yl-methanone